2-amino-1-(4-bromophenyl)-1-phenylethan-1-ol NCC(O)(C1=CC=CC=C1)C1=CC=C(C=C1)Br